NC1=NNC(=C1)C1=CC=C(C(=O)NCC2=CC(=CC=C2)C(F)(F)F)C=C1 4-(3-amino-1H-pyrazol-5-yl)-N-(3-(trifluoromethyl)benzyl)benzamide